6,7-dimethoxy-4-oxoquinoline COC=1C=C2C(CC=NC2=CC1OC)=O